O1C=CC2=C1C(=CC=C2)C2CCN(CC2)C2=C(C(N(C1=CC=CC=C21)C)=O)C#N 4-[4-(1-benzofuran-7-yl)piperidin-1-yl]-1-methyl-2-oxo-1,2-dihydroquinoline-3-carbonitrile